FC(C1=NN(C(=C1)C(F)F)CC(=O)N1CCC(CC1)C=1SC=C(N1)C1=NCC2=C(CN1)C(=CC=C2OS(=O)(=O)C)F)F methanesulfonic acid 3-[2-(1-{[3,5-bis(difluoromethyl)-1H-pyrazol-1-yl] acetyl} piperidin-4-yl)-1,3-thiazol-4-yl]-9-fluoro-1,5-dihydro-2,4-benzodiazepine-6-yl ester